N1C=C(C2=CC=CC=C12)CCCC(=O)O.N1C=C(C2=CC=CC=C12)CCCC(=O)O indole-3-butyric acid (indole-3-butyrate)